N-(4-(2-amino-1-((3,5-dicyano-6-(dimethylamino)-4-ethylpyridin-2-yl)thio)-2-oxoethyl)-2-methylphenyl)acrylamide NC(C(SC1=NC(=C(C(=C1C#N)CC)C#N)N(C)C)C1=CC(=C(C=C1)NC(C=C)=O)C)=O